N,2-bis{[(2S)-1,4-Dioxan-2-yl]methyl}-8-(trifluoromethyl)-4,5-dihydro-2H-furo[2,3-g]indazol-7-carboxamid O1[C@H](COCC1)CNC(=O)C1=C(C2=C(CCC3=CN(N=C23)C[C@@H]2OCCOC2)O1)C(F)(F)F